ClC1=C(C(=O)N[C@@H]2CC[C@H](CC2)O)C=C(C(=C1)C=1C=NC=2N(C1)C(=CN2)C2(CC2)C=2C=C1C=CC=NC1=CC2)Cl 2,5-Dichloro-N-(trans-4-hydroxycyclohexyl)-4-[3-(1-quinolin-6-ylcyclopropyl)imidazo[1,2-a]pyrimidin-6-yl]benzamide